1-(5-chloro-2-((6-methoxy-2-methyl-1,2,3,4-tetrahydroisoquinolin-7-yl)amino)pyrimidin-4-yl)-1H-indole-3-carboxylic acid methyl ester COC(=O)C1=CN(C2=CC=CC=C12)C1=NC(=NC=C1Cl)NC1=C(C=C2CCN(CC2=C1)C)OC